N-(3-(S-methylsulfonimidoyl)phenyl)-1H-pyrazole CS(=O)(=N)C=1C=C(C=CC1)N1N=CC=C1